N-(4-cyanobenzyl)-6-ethoxy-N-methyl-2H-chromene-3-carboxamide C(#N)C1=CC=C(CN(C(=O)C=2COC3=CC=C(C=C3C2)OCC)C)C=C1